2-(4-(3-chloro-4-((3,5-difluoropyridin-2-yl)methoxy)-5',6-dimethyl-2-oxo-2H-[1,4'-bipyridyl]-2'-yl)pyrimidin-2-yl)-2-methylpropanoic acid ClC=1C(N(C(=CC1OCC1=NC=C(C=C1F)F)C)C1=CC(=NC=C1C)C1=NC(=NC=C1)C(C(=O)O)(C)C)=O